(4'-bromomethyl-1,1'-biphenyl-2-yl)-1,2,4-oxadiazol-5(2H)-one BrCC1=CC=C(C=C1)C1=C(C=CC=C1)N1OC(N=C1)=O